5-Bromo-2-(4-(dimethylamino)butoxy)pyridin-3-amine BrC=1C=C(C(=NC1)OCCCCN(C)C)N